OC(COC(C(CCCCCCC)CCCCCCC)=O)CCCCCCCCCC 2-Hydroxydodecyl-2-heptylnonanoate